6-(4-azidophenyl)-2-oxa-6-azaspiro[3.3]heptane N(=[N+]=[N-])C1=CC=C(C=C1)N1CC2(COC2)C1